COC=1C=C(C=CC1N1CCNCC1)NC=1N=CC2=C(N1)C1(C(N(C2)C=2C=C(C=CC2C)NC(C2=CC(=CC=C2)C(F)(F)F)=O)=O)CC1 N-(3-(2'-((3-methoxy-4-(piperazin-1-yl)phenyl)amino)-7'-oxo-5'H-spiro[cyclopropane-1,8'-pyrido[4,3-d]pyrimidine]-6'(7'H)-yl)-4-methylphenyl)-3-(trifluoromethyl)benzamide